triethyl-(3-methoxynaphthalen-2-yl)silane C(C)[Si](C1=CC2=CC=CC=C2C=C1OC)(CC)CC